1-(4-(1-acetyl-2-methyl-1,2,3,4-tetrahydroquinolin-6-yl)phenyl)-2-aminoethan-1-one C(C)(=O)N1C(CCC2=CC(=CC=C12)C1=CC=C(C=C1)C(CN)=O)C